ammonium octadecyl (R)-(((1-(6-amino-9H-purin-9-yl)propan-2-yl)oxy)methyl)phosphonate NC1=C2N=CN(C2=NC=N1)C[C@@H](C)OCP(OCCCCCCCCCCCCCCCCCC)([O-])=O.[NH4+]